ClC=1C(=NC(=NC1)N[C@H]1[C@@H](CN(CC1)S(=O)(=O)C)O)C=1C=C(C2=C(N(C(=N2)N(C)C)C(C)C)C1)F (3R,4R)-4-((5-chloro-4-(2-(dimethylamino)-4-fluoro-1-isopropyl-1H-benzo[d]imidazol-6-yl)pyrimidin-2-yl)amino)-1-(methylsulfonyl)piperidin-3-ol